methyl-2-((5-(2-((4-cyano-2-fluorobenzyl)oxy)pyrimidin-4-yl)-3,4,5,6-tetrahydropyrrolo[3,4-c]pyrrol-2(1H)-yl)methyl)-1-(2-methoxyethyl)-1H-benzo[d]imidazole-6-carboxylate COC(=O)C=1C=CC2=C(N(C(=N2)CN2CC=3CN(CC3C2)C2=NC(=NC=C2)OCC2=C(C=C(C=C2)C#N)F)CCOC)C1